2,2-difluoroethyl {6-[5-(difluoromethyl)-1,3,4-oxadiazol-2-yl]-1-oxo-1,3-dihydro-2H-isoindol-2-yl}[(4-fluorophenyl)methyl]carbamate FC(C1=NN=C(O1)C1=CC=C2CN(C(C2=C1)=O)N(C(OCC(F)F)=O)CC1=CC=C(C=C1)F)F